[N+](=O)([O-])[O-].[N+](=O)([O-])C1=C(C=CC=C1)N1C(=CC=C1)C=C\C=N\NC(=[NH2+])N (E)-N-[1-(2-nitrophenyl)-1H-pyrrole-2-yl-allylideneamino]-guanidinium nitrate salt